FC1=C(C(=C2C=CC=NC2=C1)C)N 7-Fluoro-5-methylquinolin-6-amine